The molecule is a 2-oxo monocarboxylic acid anion that is the conjugate base of (4-bromophenylsulfanyl)pyruvic acid, arising from deprotonation of the carboxy group. It derives from a pyruvate and a bromobenzene. It is a conjugate base of a (4-bromophenylsulfanyl)pyruvic acid. C1=CC(=CC=C1SCC(=O)C(=O)[O-])Br